phenyl-(4-(trimethylsilyl)phenyl)boronic acid C1(=CC=CC=C1)OB(O)C1=CC=C(C=C1)[Si](C)(C)C